tert-butyl (3S)-4-(6-chloro-7-(2-fluoro-6-methoxyphenyl)-1-(2-isopropyl-4-methylpyridin-3-yl)-2-oxo-1,2-dihydropyrido[2,3-d]pyrimidin-4-yl)-3-methylpiperazine-1-carboxylate ClC1=CC2=C(N(C(N=C2N2[C@H](CN(CC2)C(=O)OC(C)(C)C)C)=O)C=2C(=NC=CC2C)C(C)C)N=C1C1=C(C=CC=C1OC)F